2''-((4-(hydroxymethyl)-2,6-dimethoxybenzamido)methyl)-[1,1':4',1'':4'',1'''-quaterphenyl]-4,4'''-dicarboxylic acid OCC1=CC(=C(C(=O)NCC2=C(C=CC(=C2)C2=CC=C(C=C2)C(=O)O)C2=CC=C(C=C2)C2=CC=C(C=C2)C(=O)O)C(=C1)OC)OC